NC1CN(CC1)CC1=COC2=C1C=C(C(=C2)C2=CC(=CC(=C2)F)F)C2=CC=C(C#N)C=C2 4-(3-((3-Aminopyrrolidin-1-yl)methyl)-6-(3,5-difluorophenyl)benzofuran-5-yl)benzonitrile